6-fluoro-7-((4-(2-fluoro-6-(methylcarbamoyl)pyridin-3-yl)piperazin-1-yl)methyl)-2,3-dimethylpyrazolo[1,5-a]quinoxalin-4(5H)-one FC1=C2NC(C=3N(C2=CC=C1CN1CCN(CC1)C=1C(=NC(=CC1)C(NC)=O)F)N=C(C3C)C)=O